N1(CCN(CCN(CCNCC1)CC(=O)[O-])CC(=O)[O-])CC(=O)[O-] 1,4,7,10-tetraazacyclododecane-1,4,7-triyltriacetate